CC1=CC=CC(=N1)C1=NNC=C1C1=NC2=CC(=CN=C2C=C1)C=1NN=C2C1CNCC2 2-[3-(6-methyl-2-pyridyl)-1H-pyrazol-4-yl]-7-(4,5,6,7-tetrahydro-2H-pyrazolo[4,3-c]pyridin-3-yl)-1,5-naphthyridine